6-(4-(1H-pyrazol-1-yl)benzyl)-N-((1S,2S)-2-hydroxycyclohexyl)-7-methylbenzo[d][1,3]dioxole-2,2-d2-4-carboxamide N1(N=CC=C1)C1=CC=C(CC=2C=C(C3=C(OC(O3)([2H])[2H])C2C)C(=O)N[C@@H]2[C@H](CCCC2)O)C=C1